NC1=NN2C(N=C(C=C2)C=2C=C3CN(C(C3=C(C2)S(=O)(=O)C)=O)[C@@H](C)C2CC2)=C1C(=O)NC=1C=NN(C1)C 2-amino-5-{2-[(1S)-1-cyclopropylethyl]-7-methanesulfonyl-1-oxo-2,3-dihydro-1H-isoindol-5-yl}-N-(1-methyl-1H-pyrazol-4-yl)pyrazolo[1,5-a]pyrimidine-3-carboxamide